C(C)CC(CC(=O)[O-])=O.C(C)CC(CC(=O)[O-])=O.[Bi+2] bismuth bis(ethylacetoacetate)